2-({7-butyl-5-[(3-cyanophenyl)methyl]-5H,6H,7H,8H,9H,10H-cyclohepta[b]indol-4-yl}formamido)acetic acid C(CCC)C1CCCC2=C(N(C3=C(C=CC=C23)C(=O)NCC(=O)O)CC2=CC(=CC=C2)C#N)C1